O=C1N(CCC(N1)=O)C=1C=C(C=CC1)N1CCCCC1 1-(3-(2,4-dioxotetrahydropyrimidin-1(2H)-yl)phenyl)piperidine